C1(=CC=CC=C1)C1=NC2(C(N1)=O)CCCC2 2-phenyl-1,3-diazaspiro[4.4]non-1-en-4-one